COC1=CC=C(C=C1NC1=NC=CC(=N1)C=1C=NN2C1CCCC2)N 6-methoxy-N-[4-(4,5,6,7-tetrahydropyrazolo[1,5-a]Pyridin-3-yl)pyrimidin-2-yl]Benzene-1,3-diamine